C(C1=CC=CC=C1)(=O)C1=CN(C=2C1=NC=C(C2)C=2C(=NOC2C)C)C2=CC(=NC=C2)C(=O)O 4-(3-benzoyl-6-(3,5-dimethylisoxazol-4-yl)-1H-pyrrolo[3,2-b]pyridin-1-yl)picolinic acid